ClC1=CNC=2C3=C(C=CC12)CC(S(N3)(=O)=O)CCC 7-chloro-3-propyl-1,3,4,9-tetrahydro-[1,2]thiazino[4,3-g]indole 2,2-dioxide